Cl.C(C1=CC=CC=C1)NC([C@H](C)NC(C1=NC=CC(=C1O)O)=O)=O (S)-N-(1-(benzylamino)-1-oxopropan-2-yl)-3,4-dihydroxypicolinamide hydrochloride